FC(OC1=CC2=C(NC(=N2)C2=CC=C(C=N2)OCC(=O)O)C=C1)(F)F ((6-(5-(trifluoromethoxy)-1H-benzimidazol-2-yl)pyridin-3-yl)oxy)acetic acid